(R)-N-(3-Methyl-2-Oxo-1,2,3,4-Tetrahydroquinazolin-6-Yl)-S-(2-Methoxyphenyl)-S-Methylsulfoximine CN1C(NC2=CC=C(C=C2C1)N=[S@@](=O)(C)C1=C(C=CC=C1)OC)=O